BrC1=CC=CC(=N1)[Li] (6-bromo-2-pyridinyl)lithium